O=C1C=CC(=NN1CC1CCN(CC1)C1=NC=2CCCCC2C=C1C#N)N1N=CC=C1 2-[4-[(6-oxo-3-pyrazol-1-ylpyridazin-1-yl)methyl]piperidin-1-yl]-5,6,7,8-tetrahydroquinoline-3-carbonitrile